4-(2-Amino-2-methylpropanoyl)-N-(1-(4-(2-(4-aminoazepan-1-yl)ethyl)-3-(trifluoromethyl)phenyl)-2-oxo-1,2-dihydropyrimidin-4-yl)piperazine-1-carboxamide hydrochloride salt Cl.NC(C(=O)N1CCN(CC1)C(=O)NC1=NC(N(C=C1)C1=CC(=C(C=C1)CCN1CCC(CCC1)N)C(F)(F)F)=O)(C)C